CC1=NNC2=CC=C(C=C12)C1=CC=C(C=C1)S(=O)(=O)N1CCC(CC1)NC1=CC=C(C=C1)OC(F)(F)F 1-[4-(3-methyl-1H-indazol-5-yl)benzenesulfonyl]-N-[4-(trifluoromethoxy)phenyl]piperidin-4-amine